Cl.CC1CN(CC(N1)C)C=1C=C2CN(C(C2=CC1)=O)C1C(NC(CC1)=O)=O 3-(5-(3,5-dimethylpiperazin-1-yl)-1-oxoisoindolin-2-yl)piperidine-2,6-dione hydrochloride